C(C)CC(CC(=O)[O-])=O.C(C)CC(CC(=O)[O-])=O.[Sn+2] tin bis(ethylacetoacetate)